diethoxy(methyl)(2-{7-oxabicyclo[4.1.0]hept-3-yl}ethyl)silane C(C)O[Si](CCC1CC2OC2CC1)(C)OCC